2,3-dichloro-6-nitroquinoxaline ClC1=NC2=CC=C(C=C2N=C1Cl)[N+](=O)[O-]